1-(4-bromo-2-methoxyphenyl)-4-(diethoxymethyl)-1H-1,2,3-triazole BrC1=CC(=C(C=C1)N1N=NC(=C1)C(OCC)OCC)OC